cis-2-(5-(2-([2,2'-bipyrimidin]-5-yl)cyclopropyl)-2,3-difluorophenyl)-2-azaspiro[3.3]heptan-6-ol N1=C(N=CC(=C1)[C@@H]1[C@@H](C1)C=1C=C(C(=C(C1)N1CC2(C1)CC(C2)O)F)F)C2=NC=CC=N2